CC=1C(=C(C=CC1O)C1=CC=C(C=C1)O)C dimethyl-(1,1'-biphenyl)-4,4'-diol